CC(CC[C@@H](C(=O)O)NC(=O)N1CCOCCC1)(C)C (2S)-5,5-dimethyl-2-[(1,4-oxaazepane-4-carbonyl)amino]hexanoic acid